BrC1=CC=C(C=C1)[C@@H](CC(=O)O)CC(=O)OC (S)-3-(4-bromophenyl)-5-methoxy-5-oxopentanoic acid